C1(CC1)C1=C(CN2C(N([C@@H](C=3C2=CNN3)C)C3CCN(CC3)C3=C(C=CC=C3C)F)=O)C=CC=C1 |o1:9| (R)- or (S)-4-(2-Cyclopropyl-benzyl)-6-[1-(2-fluoro-6-methylphenyl)-piperidin-4-yl]-7-methyl-2,4,6,7-tetrahydro-pyrazolo[4,3-d]pyrimidin-5-one